[I-].C(=O)C1=CC=C(C=C1)C[NH+](C)C 1-(4-formylphenyl)-N,N,N-trimethylammonium iodide